C(C)(C)(C)OC(=O)NC(C(=O)NCCCC[C@@H](C(=O)O)NC(=O)OCC1C2=CC=CC=C2C=2C=CC=CC12)CNC(=O)OC(C)(C)C (2S)-6-[2,3-bis({[(tert-butoxy)carbonyl]amino})propanamido]-2-({[(9H-fluoren-9-yl)methoxy]carbonyl}amino)hexanoic acid